NCC1=C(C=CC(=N1)C=1C(=NC=CC1)OCC)N1[C@@H](CN(CC1)C(=O)C=1C(=NC(=CC1)OCC)C(F)(F)F)CC (R)-(4-(6-(aminomethyl)-2'-ethoxy-[2,3'-bipyridin]-5-yl)-3-ethylpiperazin-1-yl)(6-ethoxy-2-(trifluoromethyl)pyridin-3-yl)methanone